ClC1=C(C(=C(C=C1)C=1N=NN(C1)[C@H]1[C@H]([C@H](O[C@@H]([C@@H]1OC)CC=1N=NN(C1)C(C)(C)CC)CO)O)F)F (2R,3R,4S,5R,6R)-4-(4-(4-chloro-2,3-difluorophenyl)-1H-1,2,3-triazol-1-yl)-2-(hydroxymethyl)-5-methoxy-6-((1-(tert-pentyl)-1H-1,2,3-triazol-4-yl)methyl)tetrahydro-2H-pyran-3-ol